[2-(7-Fluoro-4-methoxy-2-methyl-indol-1-yl)-ethyl]-{6-[4-(2H-pyrazol-3-yl)-phenyl]-pyrimidin-4-yl}-amin FC=1C=CC(=C2C=C(N(C12)CCNC1=NC=NC(=C1)C1=CC=C(C=C1)C=1NN=CC1)C)OC